ANTIMONY SELENIDE [Sb]=[Se]